C(C1=CC=CC=C1)OC(=O)NCCC1CCN(CC1)C(=O)OC(C)(C)C tert-Butyl 4-[2-(Benzyloxycarbonylamino)ethyl]piperidine-1-carboxylate